N,2,2-trimethyl-3,3-diphenyl-4,7,10,13,16-pentaoxa-3-silaoctadecan-18-amine CNCCOCCOCCOCCOCCO[Si](C(C)(C)C)(C1=CC=CC=C1)C1=CC=CC=C1